4-((2,2-difluorocyclopropyl)methyl)-2-fluoro-6-((S)-3-methyl-4-((5-methyl-1,3,4-oxadiazol-2-yl)methyl)piperazin-1-yl)benzonitrile FC1(C(C1)CC1=CC(=C(C#N)C(=C1)N1C[C@@H](N(CC1)CC=1OC(=NN1)C)C)F)F